C1(=CC=C(C=C1)C1=CC=CC=C1)C(=O)O 4,4'-biphenylcarboxylic acid